COC(C=CC1=C(C=CC(=C1)C(C)C)C(C)C)=O 2,5-diisopropyl-cinnamic acid methyl ester